2,3-Dihydro-4-methoxy-1H-isoindole COC1=C2CNCC2=CC=C1